tetramethylammonium hydroxide monohydrate O.[OH-].C[N+](C)(C)C